S1C(=NC2=C1C=CC=C2)NC(=O)C=2C=CC=C1CCN(CC21)C2=CC=C(C(=N2)C(=O)O)C=2C=NN(C2C)C 6-(8-(benzo[d]thiazol-2-ylcarbamoyl)-3,4-dihydroisoquinolin-2(1H)-yl)-3-(1,5-dimethyl-1H-pyrazol-4-yl)picolinic acid